[2-[2-[2-[2-[2-[2-(2-azidoethoxy)ethoxy]ethoxy]-ethoxy]ethoxy]ethoxy]ethyl]-N-methyl-carbamate N(=[N+]=[N-])CCOCCOCCOCCOCCOCCOCCOC(NC)=O